3-(((2R,3R,4R,5R,6R)-3-acetamido-4,5-diacetoxy-6-(acetoxymethyl)tetrahydro-2H-pyran-2-yl)oxy)propanoic acid C(C)(=O)N[C@H]1[C@@H](O[C@@H]([C@@H]([C@@H]1OC(C)=O)OC(C)=O)COC(C)=O)OCCC(=O)O